COC(C(=O)C1=CC=CC=C1)OC 2,2-dimethoxy-1-phenylethanone